2-chloro-N-[2-fluoro-4-[2-[[(3S,5S)-5-fluoro-3-piperidyl]amino]-8-isopropyl-7-oxo-pteridin-6-yl]phenyl]benzenesulfonamide ClC1=C(C=CC=C1)S(=O)(=O)NC1=C(C=C(C=C1)C1=NC=2C=NC(=NC2N(C1=O)C(C)C)N[C@@H]1CNC[C@H](C1)F)F